IC1=CC=C(C=C1)CCCC(=O)N[C@@H](CCCCN)C(=O)O (4-(4-iodophenyl)butanoyl)-L-lysine